3-cyclopropyl-1-(2,2-difluoroethyl)aziridine-2-carboxylate C1(CC1)C1C(N1CC(F)F)C(=O)[O-]